C(CCCCCN1C(C(=C(C1=O)C)C)=O)N1C(C(=C(C1=O)C)C)=O 1,1'-(hexane-1,6-diyl)bis(3,4-dimethyl-1H-pyrrole-2,5-dione)